2-(3-(2-Pyridyldithio)propanoylhydrazono)ethyl (2-acetamido-2-deoxy-4-O-methyl-α-L-altropyranosyluronic acid)-(1→3)-2-acetamido-4-amino-2,4,6-trideoxy-β-D-galactopyranoside C(C)(=O)N[C@H]1[C@@H](O[C@H]([C@@H]([C@@H]1O)OC)C(=O)O)O[C@@H]1[C@H]([C@H](OCC=NNC(CCSSC2=NC=CC=C2)=O)O[C@@H]([C@@H]1N)C)NC(C)=O